N-(4-((4-(3-phenylpropyl)-4-(pyridin-2-yl)piperidin-1-yl)methyl)phenyl)acetamide C1(=CC=CC=C1)CCCC1(CCN(CC1)CC1=CC=C(C=C1)NC(C)=O)C1=NC=CC=C1